(R)-(2,4-dihydroxy-6-(pyridin-2-ylmethoxy)phenyl)(6-(2-methoxyethoxy)-8-((tetrahydrofuran-3-yl)amino)-3,4-dihydroisoquinolin-2(1H)-yl)methanone OC1=C(C(=CC(=C1)O)OCC1=NC=CC=C1)C(=O)N1CC2=C(C=C(C=C2CC1)OCCOC)N[C@H]1COCC1